ClC1=CC(=C(C=C1)C1=NC(=NC(=C1)N1C[C@H](CC1)O)C=1C(=NC=CC1)O)O (S)-3-(4-(4-chloro-2-hydroxyphenyl)-6-(3-hydroxypyrrolidin-1-yl)pyrimidin-2-yl)pyridin-2-ol